BrC1=CC(=C(C(=O)NCC(F)(F)F)C(=C1)OC)O 4-bromo-2-hydroxy-6-methoxy-N-(2,2,2-trifluoroethyl)benzamide